C(C)(C)(C)C=1SC(=CN1)C(=O)NCC1=C(C=C(C=C1)C1=NC(=NC=C1)NCC)C 2-(tert-butyl)-N-(4-(2-(ethylamino)pyrimidin-4-yl)-2-methylbenzyl)thiazole-5-carboxamide